1-(4-nitrophenyl)cyclopentane-1-carbonitrile [N+](=O)([O-])C1=CC=C(C=C1)C1(CCCC1)C#N